3-((4-chlorophenyl)amino)-4-oxo-2-(pyridin-4-yl)-1,4,6,7-tetrahydro-5H-pyrrolo[3,2-c]pyridine-5-carboxylic acid tert-butyl ester C(C)(C)(C)OC(=O)N1C(C2=C(CC1)NC(=C2NC2=CC=C(C=C2)Cl)C2=CC=NC=C2)=O